NC=1N(C=CN1)CCCNC(=O)N[C@H](C(=O)NC)C(C)(C)C (2S)-2-({[3-(2-amino-1H-imidazol-1-yl)propyl]carbamoyl}amino)-N,3,3-trimethylbutanamide